FC=1C=C(OC=2C=C(N)C=CC2)C=CC1Br 3-(3-fluoro-4-bromophenoxy)aniline